2-Amino-6-((1-(methoxymethyl)cyclopropyl)methoxy)-5-methyl-1-(5-methyl-1H-indazol-4-yl)-1H-pyrrole NC=1N(C(=CC1)C)C1=C2C=NNC2=CC(=C1C)OCC1(CC1)COC